NC1C(N(C2CC1C2)C(=O)OC(C)(C)C)CC=2C(=C(C=C(C2)F)C2=CC=CC=C2)F tert-Butyl 4-amino-3-[(2,5-difluoro[biphenyl]-3-yl)methyl]-2-azabicyclo[3.1.1]heptane-2-carboxylate